(1R,3S,4R)-2-(7-chloro-4-fluoro-1H-indole-2-carbonyl)-N-[(1R)-1-cyano-2-[(3S)-2-oxo-3-piperidyl]ethyl]-5,5-difluoro-2-azabicyclo[2.2.2]octane-3-carboxamide ClC=1C=CC(=C2C=C(NC12)C(=O)N1[C@H]2CC([C@@H]([C@H]1C(=O)N[C@H](C[C@H]1C(NCCC1)=O)C#N)CC2)(F)F)F